FC(C1=CC=CC(=N1)NC(=O)C=1N=C(C=2N(C1)C=C(N2)[C@@]21CO[C@@](CC2)(C1)C)OC(C)C)F N-(6-(difluoromethyl)pyridin-2-yl)-8-isopropoxy-2-((1S,4R)-1-methyl-2-oxabicyclo[2.2.1]hept-4-yl)imidazo[1,2-a]pyrazine-6-carboxamide